C(CCCCCCCCCCC)(=O)NCCC(=O)O.[Na] sodium lauroyl-β-alanine